3-(((tert-butyldimethylsilyl)oxy)methyl)-1-phenyl-1H-pyrazol-5-amine [Si](C)(C)(C(C)(C)C)OCC1=NN(C(=C1)N)C1=CC=CC=C1